C1(CC1)[C@H]([C@H](CC(=O)OC(C)(C)C)C)NC(CN1C(C(C2=C(C(=CC=C12)C1CC1)F)(C)C)=O)=O tert-butyl (3S,4S)-4-cyclopropyl-4-(2-(5-cyclopropyl-4-fluoro-3,3-dimethyl-2-oxoindolin-1-yl)acetamido)-3-methylbutanoate